butyl 5-(3-chlorobenzyl)-4-methylpyridin-2-ylcarbamate ClC=1C=C(CC=2C(=CC(=NC2)NC(OCCCC)=O)C)C=CC1